CC1=CN=C2C(=N1)N(C(C(=C2)C2CCN(CC2)C(=O)OC(C)(C)C)=O)CC2=NC=CN=C2C tert-butyl 4-(3-methyl-5-((3-methylpyrazin-2-yl)methyl)-6-oxo-5,6-dihydropyrido[2,3-b]pyrazin-7-yl)piperidine-1-carboxylate